di(chlorophenyl-ethyl)amine ClC(CNCC(Cl)C1=CC=CC=C1)C1=CC=CC=C1